N1=CC(=CC=C1)C=1N=NN(C1)C(C)=O 1-(4-(pyridin-3-yl)-1H-1,2,3-triazol-1-yl)ethanone